6-chloro-N-[5-chloro-1-(cyclobutylmethyl)-1H-pyrazol-4-yl]-7-[1-(oxetan-3-yl)piperidin-4-yl]quinazolin-2-amine ClC=1C=C2C=NC(=NC2=CC1C1CCN(CC1)C1COC1)NC=1C=NN(C1Cl)CC1CCC1